Methyl (E)-3-(7-fluoro-1H-indazol-6-yl)acrylate FC=1C(=CC=C2C=NNC12)/C=C/C(=O)OC